CC1C(=CC2=CC=C(C=C12)C)[Li] 1,6-Dimethylindenyllithium